valeroNitrile C(CCCC)#N